6-{5-iodo-2-[1-(2-methylsulfinyl-6-methylpyrimidin-4-yl)-1H-imidazol-4-yl]phenyl}-6-azaspiro[2.5]octane IC=1C=CC(=C(C1)N1CCC2(CC2)CC1)C=1N=CN(C1)C1=NC(=NC(=C1)C)S(=O)C